COC1=CC(=C(CNC2=C(NC=C2)C(=O)OCC)C=C1)C1OCCO1 ethyl 3-((4-methoxy-2-(1,3-dioxolan-2-yl) benzyl) amino)-1H-pyrrole-2-carboxylate